C1(CC1)C(=O)NC1=CC(=C(C(=O)OC)C=C1)F methyl 4-(cyclopropanecarbonylamino)-2-fluorobenzoate